CC1=NC(=CC=C1N1N=NC(=C1)C(=O)NCC=1SC(=NN1)C1=C(SC=C1)C)C 1-(2,6-dimethylpyridin-3-yl)-N-((5-(2-methylthiophen-3-yl)-1,3,4-thiadiazol-2-yl)methyl)-1H-1,2,3-triazole-4-carboxamide